Cl.CN1CCN(CC1)C1CCN(CC1)C(=O)Cl 4-(4-methylpiperazin-1-yl)piperidinecarbonyl chloride hydrochloride